BrC1=CC=2C(C3=CC(=CC=C3C2C=C1)Br)(CCCCCC)CCCCCC 2,7-dibromo-9,9-dihexyl-9H-fluorene